tert-butyl ((1r,3r)-3-(4-cyano-3-(trifluoromethyl)phenoxy)-2,2,4,4-tetramethylcyclobutyl)carbamate C(#N)C1=C(C=C(OC2C(C(C2(C)C)NC(OC(C)(C)C)=O)(C)C)C=C1)C(F)(F)F